ClC=1C=C(C=CC1Cl)C1=C(C(NC(=C1CC)C)=O)C(=O)O 4-(3,4-dichlorophenyl)-5-ethyl-6-methyl-2-oxo-1,2-dihydropyridine-3-carboxylic acid